(R)-3-(3-fluoro-4-(6-(2-methyl-2H-tetrazol-5-yl)pyridin-3-yl)phenyl)-5-(1-hydroxypropyl)oxazolidin-2-one FC=1C=C(C=CC1C=1C=NC(=CC1)C=1N=NN(N1)C)N1C(O[C@H](C1)C(CC)O)=O